3-fluoro-N-(8-methoxyisoquinolin-5-yl)-4-(4-methyl-1,4-diazepan-1-yl)benzamide FC=1C=C(C(=O)NC2=C3C=CN=CC3=C(C=C2)OC)C=CC1N1CCN(CCC1)C